N-isopropyl-1-(3-(tributylsilyl)phenyl)-N-((3-(tributylsilyl)phenyl)(2-(trifluoromethyl)phenyl)phosphaneyl)-1-(2-(trifluoromethyl)phenyl)phosphanamine C(C)(C)N(P(C1=C(C=CC=C1)C(F)(F)F)C1=CC(=CC=C1)[Si](CCCC)(CCCC)CCCC)P(C1=C(C=CC=C1)C(F)(F)F)C1=CC(=CC=C1)[Si](CCCC)(CCCC)CCCC